2-(2-cyclopropoxyphenyl)-2-((R)-3-(4-(5,6,7,8-tetrahydro-1,8-naphthyridin-2-yl)butoxy)pyrrolidin-1-yl)acetic acid C1(CC1)OC1=C(C=CC=C1)C(C(=O)O)N1C[C@@H](CC1)OCCCCC1=NC=2NCCCC2C=C1